methyl 2-amino-2-methyl-propanoate NC(C(=O)OC)(C)C